CNC1CN(C1)C=1C=2N(C3=C(N1)N=CC(=C3)C#N)C=NN2 4-(3-(Methylamino)azetidin-1-yl)pyrido[2,3-e][1,2,4]triazolo[4,3-a]pyrazin-8-carbonitril